3-amino-N-((5-(2-((6-methoxy-2-methylquinazolin-4-yl)thio)acetyl)thiophen-2-yl)methyl)bicyclo[1.1.1]pentane-1-carboxamide NC12CC(C1)(C2)C(=O)NCC=2SC(=CC2)C(CSC2=NC(=NC1=CC=C(C=C21)OC)C)=O